C(C)O[C@@H]1C[C@@]2(CC[C@H](C1)N2CC2=C1C=CNC1=C(C=C2OC)C)C2=CC=C(C(=O)O)C=C2 4-((1S,3S,5R)-3-ethoxy-8-((5-methoxy-7-methyl-1H-indol-4-yl)methyl)-8-azabicyclo[3.2.1]oct-1-yl)benzoic acid